2-(6-{5-chloro-2-[(oxan-4-yl)amino]pyrimidin-4-yl}-1-oxo-2,3-dihydro-1H-isoindol-2-yl)-N-[(1S)-2,2,2-trifluoro-1-phenylethyl]acetamide ClC=1C(=NC(=NC1)NC1CCOCC1)C1=CC=C2CN(C(C2=C1)=O)CC(=O)N[C@H](C(F)(F)F)C1=CC=CC=C1